(3S)-1-{4-[6-({2-[(1S,4S)-5-Methyl-2,5-diazabicyclo[2.2.1]heptan-2-yl]pyrimidin-4-yl}amino)-[1,3]thiazolo[5,4-c]pyridin-2-yl]pyridin-2-yl}pyrrolidin-3-ol CN1[C@@H]2CN([C@H](C1)C2)C2=NC=CC(=N2)NC2=CC1=C(C=N2)SC(=N1)C1=CC(=NC=C1)N1C[C@H](CC1)O